BrC1=NC=CC2=CC(=CC(=C12)Br)CC(C(=O)O)(C)C.BrC1=CC=C(C=C1)C1NCCC1 2-(4-bromophenyl)pyrrolidine 1,8-dibromoisoquinolin-6-ylpivalate